4-((4-((5-cyclopropyl-1H-pyrazol-3-yl)amino)quinazolin-2-yl)amino)-N-(cyclopropylmethyl)benzamide C1(CC1)C1=CC(=NN1)NC1=NC(=NC2=CC=CC=C12)NC1=CC=C(C(=O)NCC2CC2)C=C1